N-(4-((1-(2-(2-(2-(2-(2,5-dioxo-2,5-dihydro-1H-pyrrol-1-yl)ethoxy)ethoxy)ethoxy)ethyl)-2,5-dioxopyrrolidin-3-yl)thio)-4-methylpentanoyl)-N-methyl-L-alaninate O=C1N(C(C=C1)=O)CCOCCOCCOCCN1C(C(CC1=O)SC(CCC(=O)N([C@@H](C)C(=O)[O-])C)(C)C)=O